C(C)(C)(C)C=1C=C(C2=C(C(CO2)(C)C)C1)S(=O)(=O)NC(=O)C1=NC2=CC=CC(=C2C=C1)N1N=CC=C1 N-((5-(tert-butyl)-3,3-dimethyl-2,3-dihydrobenzofuran-7-yl)sulfonyl)-5-(1H-pyrazol-1-yl)quinoline-2-carboxamide